CC(C)(C)[S@@](=O)\N=C(\C)/C=1C=CC=C2C(N(C(=NC12)C1=CC=CC=C1)C)=O (R,Z)-2-methyl-N-(1-(3-methyl-4-oxo-2-phenyl-3,4-dihydroquinazolin-8-yl)ethylidene)propane-2-sulfinamide